OC[C@@H](C(=O)N1CC2(CC2)C[C@H]1C(=O)N[C@@H](C[C@H]1C(NCC1)=O)C(COC(F)(F)F)=O)C1=CC=CC=C1 (S)-5-((S)-3-hydroxy-2-phenylpropanoyl)-N-((S)-3-oxo-1-((S)-2-oxopyrrolidin-3-yl)-4-(trifluoromethoxy)butan-2-yl)-5-azaspiro[2.4]heptane-6-carboxamide